CN(C(=O)C1=NOC(C1)(C1=CC=CC=C1)C1=CC=CC=C1)S(=O)(=O)C1=CC=CC=C1 N-methyl-5,5-diphenyl-N-(benzenesulfonyl)-4,5-dihydro-isoxazole-3-carboxamide